C(#N)C1=CC(=C(OC=2N=NC(=C(C2C(=O)NC2=CC(=CC=C2)S(=O)(=O)C)C)C2=CC=CC=C2)C=C1)OC (4-cyano-2-methoxy-phenoxy)-5-methyl-N-(3-methylsulfonylphenyl)-6-phenyl-pyridazine-4-carboxamide